phenyl-bis(4-fluorophenyl)sulfonium ethyl-4-chloro-3-(1,1-difluoroethyl)-1H-pyrazole-5-carboxylate C(C)OC(=O)C1=C(C(=NN1)C(C)(F)F)Cl.C1(=CC=CC=C1)[S+](C1=CC=C(C=C1)F)C1=CC=C(C=C1)F